ClC1=C(C=C(OCC(=O)NC23[C@H](CC(CC2)(CC3)C(=O)NCC3=CC=C(C=C3)C(F)(F)F)O)C=C1)F (3S)-4-[2-(4-chloro-3-fluorophenoxy)acetamido]-3-hydroxy-N-{[4-(trifluoromethyl)phenyl]methyl}bicyclo[2.2.2]octane-1-carboxamide